ClC1=C(C=CC2=C1C(=NCC=1N2C=C(N1)C(=O)O)C1=C(C=CC=C1F)F)Cl 7,8-dichloro-6-(2,6-difluorophenyl)-4H-benzo[f]imidazo[1,2-a][1,4]diazepine-2-Formic acid